3,4-difluoro-2-methoxybenzyl bromide FC=1C(=C(CBr)C=CC1F)OC